FC1=C(C=CC=C1)C1=C(C(=C(C(=C1)C=1C=NNC1)C)F)NC(=O)C1(CC1)C N-(2',3-difluoro-4-methyl-5-(1H-pyrazol-4-yl)-[1,1'-biphenyl]-2-yl)-1-methylcyclopropane-1-carboxamide